ClC1=C(C=CC(=C1)S(=O)(=O)C)C1=CC=C(C=N1)C1CN(C1)C(=O)N1C[C@H](CC1)C(=O)N (3S)-1-[3-[6-(2-Chloro-4-methylsulfonyl-phenyl)-3-pyridyl]azetidine-1-carbonyl]pyrrolidine-3-carboxamide